Isodecyl-methacrylat C(CCCCCCC(C)C)OC(C(=C)C)=O